6-((2S,4R)-1-(2-(3-acetyl-5-(2-methylpyrimidin-5-yl)-1H-indazol-1-yl)acetyl)-4-fluoropyrrolidine-2-carboxamido)-N-methylpyridineamide C(C)(=O)C1=NN(C2=CC=C(C=C12)C=1C=NC(=NC1)C)CC(=O)N1[C@@H](C[C@H](C1)F)C(=O)NC1=CC=CC(=N1)C(=O)NC